COC=1C=C(C=CC1OC)C1=CN=C2N1N=C(C=C2)C2=CC=C(C=C2)F 3-(3,4-dimethoxyphenyl)-6-(4-fluorophenyl)imidazo[1,2-b]pyridazine